N-[(4-Fluorophenyl)-methyl]-1,4-dimethyl-2-thioxo-7-(trifluoromethyl)-1H-quinoline-3-carboxylic acid amide FC1=CC=C(C=C1)CNC(=O)C=1C(N(C2=CC(=CC=C2C1C)C(F)(F)F)C)=S